(1R,4R)-4-((4-((5-(5-(4-fluorophenyl)-1,3,4-oxadiazol-2-yl)thiazol-2-yl)amino)-6-morpholinopyrimidin-2-yl)amino)cyclohexan-1-ol FC1=CC=C(C=C1)C1=NN=C(O1)C1=CN=C(S1)NC1=NC(=NC(=C1)N1CCOCC1)NC1CCC(CC1)O